CS(=O)(=O)OCC1CCS(CC1)=NOS(=O)(=O)C1=CC=C(C=C1)C [1-({[(4-Methylphenyl)sulfonyl]oxy}imino)hexahydro-1λ4-thiopyran-4-yl]-methyl methanesulfonate